C(C1=CC=CC=C1)OC=1C(=NC(=CC1)C=C)F 3-(benzyloxy)-2-fluoro-6-vinylpyridine